N-ethyl-N'-(4-(3-fluorobenzyl)-5-methyl-2-(methylsulfonyl)phenyl)-N-methylformimidamide C(C)N(C=NC1=C(C=C(C(=C1)C)CC1=CC(=CC=C1)F)S(=O)(=O)C)C